S(=O)(=O)([O-])[O-].[W+4].S(=O)(=O)([O-])[O-] tungsten sulfate salt